BrC1=C(C(=O)C2=CNC3=CC=CC=C23)C=CC=C1 3-(2-bromobenzoyl)-1H-indole